(2R)-3-[4-(2-{2-[(4-fluorophenyl)methyl]phenyl}acetamido)phenyl]-2-({3-oxo-2H,3H-[1,2,4]triazolo[4,3-a]pyridin-8-yl}formamido)propanoic acid FC1=CC=C(C=C1)CC1=C(C=CC=C1)CC(=O)NC1=CC=C(C=C1)C[C@H](C(=O)O)NC(=O)C=1C=2N(C=CC1)C(NN2)=O